(2-phenyl-1,2,3,4-tetrahydroquinolin-5-yl)methanol C1(=CC=CC=C1)C1NC2=CC=CC(=C2CC1)CO